C(C(C)(C)C)C1=CC=CC2=CC=CC(=C12)NCCN neopentyl-8-((2-aminoethyl)amino)naphthalene